C(C)OC1=NC(=NC=C1C(NC1=CC2=CN(N=C2C=C1)C)=O)N1C[C@H](CC1)N(C(OC(C)(C)C)=O)C tert-butyl (S)-(1-(4-ethoxy-5-((2-methyl-2H-indazol-5-yl)carbamoyl)pyrimidin-2-yl)pyrrolidin-3-yl)(methyl)carbamate